FC1=C(C(=C(C(=C1[B-](C1=C(C(=C(C(=C1F)F)F)F)F)(C1=C(C(=C(C(=C1F)F)F)F)F)C1=C(C(=C(C(=C1F)F)F)F)F)F)F)F)F.C(#N)C=1C=[N+](C=CC1)CC1=C(C=C(C=C1C)C)C 3-cyano-1-(2,4,6-trimethylbenzyl)pyridinium tetrakis(pentafluorophenyl)borate